C1(=CC(=CC=C1)C[C@@H]1N(CC[C@@H]1NS(=O)(=O)C)C(=O)OCC)C1=CC=CC=C1 ethyl cis-2-(biphenyl-3-ylmethyl)-3-((methylsulfonyl)amino)pyrrolidine-1-carboxylate